C(C)(=O)C1=CC2=C(N=C(N=C2)NC2=CC=C(C=N2)N2CCCCC2)N(C1=O)C1CCCC1 6-Acetyl-8-cyclopentyl-2-(3,4,5,6-tetrahydro-2H-[1,3']bipyridinyl-6'-ylamino)-8H-pyrido[2,3-d]pyrimidin-7-one